N-Ethylideneethylamine-N-oxide C(C)=[N+](CC)[O-]